beta-fluoro-5alpha-hydroxy-6beta-[2-(1H-imidazol-4-yl)ethylamino]-cholestane FC(CN[C@@H]1C[C@H]2[C@@H]3CC[C@H]([C@@H](CCCC(C)C)C)[C@]3(CC[C@@H]2[C@]2(CCCC[C@]12O)C)C)C=1N=CNC1